FC1CC(C1)(C1=NC=CC=C1F)CNC1=NC=C(C=N1)C=1C=C(C=CC1)C(=O)NC {3-[2-({[3-fluoro-1-(3-fluoro(2-pyridyl))cyclobutyl]methyl}amino)pyrimidin-5-yl]phenyl}-N-methylcarboxamide